2-(5-bromo-1H-indol-3-yl)-2-oxo-N-(2-oxo-1-(4-(trifluoromethoxy)phenyl)pyrrolidin-3-yl)acetamide BrC=1C=C2C(=CNC2=CC1)C(C(=O)NC1C(N(CC1)C1=CC=C(C=C1)OC(F)(F)F)=O)=O